1-(1-(6,7-Difluoro-1-oxo-1,2-dihydroisoquinolin-4-yl)ethyl)-3-(3-fluorophenyl)-1-methylurea FC=1C=C2C(=CNC(C2=CC1F)=O)C(C)N(C(=O)NC1=CC(=CC=C1)F)C